(3,5-difluoro-4-((6-(2-hydroxyethoxy)-7-methoxyquinolin-4-yl)oxy)phenyl)-4-(2,2-difluoroethoxy)pyridine-3-carboxamide FC=1C=C(C=C(C1OC1=CC=NC2=CC(=C(C=C12)OCCO)OC)F)C1=NC=CC(=C1C(=O)N)OCC(F)F